(6-cyano-2-pyridyl)sulfinyloxysodium C(#N)C1=CC=CC(=N1)S(=O)O[Na]